6-{[4-(2-Hydroxypropan-2-yl)pyridin-2-yl]amino}-4-{[3-methoxy-4-(5-methyl-1,2,4-oxadiazol-3-yl)pyridin-2-yl]amino}-N-(2H3)methylpyridazin-3-carboxamid OC(C)(C)C1=CC(=NC=C1)NC1=CC(=C(N=N1)C(=O)NC([2H])([2H])[2H])NC1=NC=CC(=C1OC)C1=NOC(=N1)C